CC(C(C)O)=CCC1C(C(=CC1)C)(C)C 3-methyl-5-(2,2,3-trimethyl-3-cyclopenten-1-yl)-3-penten-2-ol